5-(4-(((3s,4r)-4-(4-amino-5-chloro-2,3-dihydrobenzofuran-7-carboxamido)-3-methoxypiperidin-1-yl)methyl)piperidin-1-yl)-5-oxopentanoic acid NC1=C(C=C(C2=C1CCO2)C(=O)N[C@H]2[C@H](CN(CC2)CC2CCN(CC2)C(CCCC(=O)O)=O)OC)Cl